CC1(C(C(C=CC1)(C)C)[Ga](C1C(CC=CC1(C)C)(C)C)C1C(CC=CC1(C)C)(C)C)C tris(2,2,6,6-tetramethylphenyl)gallium